CN1C=CC2=CC=C(C=C12)C1=NN=C(S1)NC(=O)C=1C(N(C2=CC=CC=C2C1O)CC)=O N-(5-(1-methyl-1H-indol-6-yl)-1,3,4-thiadiazol-2-yl)-1-ethyl-4-hydroxy-2-quinolone-3-carboxamide